2-[6-(Ethylamino)-4-[2-methyl-4-(4-methyl-1,2,4-triazol-3-yl)pyrazol-3-yl]pyridin-2-yl]-6-({[(1-hydroxycyclobutyl)methyl]amino}methyl)-3H-isoindol-1-one C(C)NC1=CC(=CC(=N1)N1C(C2=CC(=CC=C2C1)CNCC1(CCC1)O)=O)C=1N(N=CC1C1=NN=CN1C)C